C(C)(C)(C)OC(=O)N1CC(N(CCC1)S(=O)(=O)C=1N=C(C2=CC=CC=C2C1)O)C ((N-tert-butoxycarbonyl-2-methyl-1,4-diazacycloheptan-1-yl)sulfonyl)isoquinolin-1-ol